N[C@](C(=O)O)(CCCC=C)C (S)-2-Amino-2-methyl-6-heptenoic acid